1,2,7-Tris(cyanoethoxy)heptane C(#N)CCOCC(CCCCCOCCC#N)OCCC#N